3-(4-chlorophenyl)-5-methyl-4-phenyl-N-((4-(trifluoromethyl)phenyl)sulfonyl)-4,5-dihydro-1H-pyrazole-1-carboxamide ClC1=CC=C(C=C1)C1=NN(C(C1C1=CC=CC=C1)C)C(=O)NS(=O)(=O)C1=CC=C(C=C1)C(F)(F)F